1,3-propylendiamine C(CCN)N